(8R,9S,10S)-3,10-bis[(dimethylamino)methyl]-N-(4-methoxyphenyl)-9-[4-(2-phenylethynyl)phenyl]-1,6-diazabicyclo[6.2.0]decane-6-carboxamide CN(C)CC1CN2[C@@H]([C@@H]([C@@H]2CN(CC1)C(=O)NC1=CC=C(C=C1)OC)C1=CC=C(C=C1)C#CC1=CC=CC=C1)CN(C)C